2-((4-fluorophenyl)amino)-2-oxo-1-phenylethyl 6-(1-((R)-1-acetylpyrrolidin-3-yl)-1H-pyrazol-4-yl)-3-aminopyrazine-2-carboxylate C(C)(=O)N1C[C@@H](CC1)N1N=CC(=C1)C1=CN=C(C(=N1)C(=O)OC(C(=O)NC1=CC=C(C=C1)F)C1=CC=CC=C1)N